3-Nitro-4-fluoroanisole [N+](=O)([O-])C=1C=C(C=CC1F)OC